[H-].[Zr+2].[H-] Zirconium(II) hydride